tert-Butyl N-[4-(2-fluoro-5-nitro-phenyl)thiazol-2-yl]-N-[3-(trifluoromethyl)phenyl]carbamate FC1=C(C=C(C=C1)[N+](=O)[O-])C=1N=C(SC1)N(C(OC(C)(C)C)=O)C1=CC(=CC=C1)C(F)(F)F